C(C)(C)C1=C(C(=CN1)C(=O)O)C1=NC(=CC=C1)OC 5-isopropyl-4-(6-methoxypyridin-2-yl)-1H-pyrrole-3-carboxylic acid